1-fluoro-adamantane FC12CC3CC(CC(C1)C3)C2